(E)-2-(2-Ethoxy-5-((4-(2-hydroxyethyl)piperazin-1-yl)sulfonyl)phenyl)-5-ethyl-4-oxo-7-propyl-3,4-dihydropyrrolo[2,1-f][1,2,4]triazin-6-carbaldehyd O-methyloxim CO\N=C\C=1C(=C2C(NC(=NN2C1CCC)C1=C(C=CC(=C1)S(=O)(=O)N1CCN(CC1)CCO)OCC)=O)CC